FC(C=1C=NNC1C(=O)N)(F)F 4-(trifluoromethyl)-1H-pyrazol-5-carboxamid